C(C1=CC=CC=C1)OCCOCCOC1=CC=C(N(CC2=CC(=CC=C2)N2CCCC2)CC2=CC(=CC=C2)OC)C=C1 4-(2-(2-(benzyloxy)ethoxy)ethoxy)-N-(3-methoxybenzyl)-N-(3-(pyrrolidin-1-yl)benzyl)aniline